[2',2'''-(pyridine-2,6-diyl)bis(5-methyl-3-(triethylsilyl)-[1,1'-biphenyl]-2-ol)] hafnium [Hf].N1=C(C=CC=C1C1=C(C=CC=C1)C=1C(=C(C=C(C1)C)[Si](CC)(CC)CC)O)C1=C(C=CC=C1)C=1C(=C(C=C(C1)C)[Si](CC)(CC)CC)O